C(C1=CC=C(C(=O)OCCCCCCCCCC)C=C1)(=O)OCCCCCCCCC nonyl (decyl) terephthalate